ClC=1C=C(C(=C(C1)C1=NC=NN2C1=CC(=C2)CN2C(NC=CC2=O)=O)CC2CN([C@H](CO2)C)CC2=CC=C(C=C2)OC)C 3-((4-(5-chloro-2-(((5S)-4-(4-methoxybenzyl)-5-methylmorpholin-2-yl)methyl)-3-methylphenyl)pyrrolo[2,1-f][1,2,4]triazin-6-yl)methyl)pyrimidine-2,4(1H,3H)-dione